(E)-N,N-Dimethyl-4-((3S)-3-((5-((Z)-4,4,4-trifluoro-1-(3-fluoro-1-(tetrahydro-2H-pyran-2-yl)-1H-indazol-5-yl)-2-phenylbut-1-en-1-yl)pyridin-2-yl)oxy)pyrrolidin-1-yl)but-2-enamide CN(C(\C=C\CN1C[C@H](CC1)OC1=NC=C(C=C1)\C(=C(\CC(F)(F)F)/C1=CC=CC=C1)\C=1C=C2C(=NN(C2=CC1)C1OCCCC1)F)=O)C